1,2-cyclopentadiene C1=C=CCC1